3-[2-(azetidin-2-yl)ethyliden]-6alpha-hydroxymethylandrostane-7,17-dione N1C(CC1)CC=C1CC2[C@H](C([C@H]3[C@@H]4CCC([C@@]4(C)CC[C@@H]3[C@]2(CC1)C)=O)=O)CO